(3S)-1-[5-[3-[3-[[ethyl(methyl)sulfamoyl]amino]-2,6-difluoro-benzoyl]-1H-pyrrolo[2,3-b]pyridin-5-yl]pyrimidin-2-yl]pyrrolidine-3-carboxylic acid C(C)N(S(=O)(=O)NC=1C(=C(C(=O)C2=CNC3=NC=C(C=C32)C=3C=NC(=NC3)N3C[C@H](CC3)C(=O)O)C(=CC1)F)F)C